C(C)(C)(C)OC(=O)N1C(C(=CC1)C=1C=NNC1)C 2-methyl-3-(1H-pyrazol-4-yl)-2,5-dihydro-1H-pyrrole-1-carboxylic acid tert-butyl ester